BrC=1C=2N(C(=CC1)Cl)N=CN2 8-bromo-5-chloro-[1,2,4]triazolo[1,5-a]pyridine